C(C)(C)(C)C1=CC(=NO1)NC(=O)NC1=CC=C(C=C1)N1N=CC2=CC=C(C=C12)F 1-(5-tert-butyl-isoxazol-3-yl)-3-[4-(6-fluoro-indazol-1-yl)-phenyl]-urea